(3R,4R)-1-cyclohexyl-4-{[5-(2,4-difluoro-phenyl)-isoxazole-3-carbonyl]-amino}-piperidine-3-carboxylic acid (1,5-dimethyl-1H-pyrazol-3-ylmethyl)-amide CN1N=C(C=C1C)CNC(=O)[C@@H]1CN(CC[C@H]1NC(=O)C1=NOC(=C1)C1=C(C=C(C=C1)F)F)C1CCCCC1